C(C)N1C[C@H](CC1)CCNC1=C(C=CC=C1)S(=O)(=O)NC1=CC=C2[C@@H]3[C@H](COC2=C1C(=O)O)C3 |&1:24,25| (1aRS,7bSR)-5-{2-[2-((S)-1-ethylpyrrolidin-3-yl)ethylamino]-benzenesulfonyl-amino}-1,1a,2,7b-tetrahydrocyclopropa-[c]chromene-4-carboxylic acid